1-(4-((4-amino-5-(3-methoxy-4-((6-methylpyridin-2-yl)oxy)phenyl)-7-methyl-7H-pyrrolo[2,3-d]pyrimidin-6-yl)ethynyl)piperidin-1-yl)prop-2-en-1-one NC=1C2=C(N=CN1)N(C(=C2C2=CC(=C(C=C2)OC2=NC(=CC=C2)C)OC)C#CC2CCN(CC2)C(C=C)=O)C